FC(OC1=CC=C(C=C1)N1C(C(=NC=2C=NC(=NC12)OCC)C=1C=CC2=C(N(C(=N2)C(C)(C)O)C)C1)=O)F.[O].[Ti].[Ni] nickel-titanium oxygen 8-(4-(difluoromethoxy)phenyl)-2-ethoxy-6-(2-(2-hydroxypropan-2-yl)-1-methyl-1H-benzo[d]imidazol-6-yl)pteridin-7(8H)-one